(S)-1-(6-Oxo-5-(trifluoromethyl)-1,6-dihydropyridin-3-yl)propan-2-yl (R)-2-(hydroxymethyl)-4-(5-(trifluoromethyl)pyrimidin-2-yl)piperazine-1-carboxylate OC[C@@H]1N(CCN(C1)C1=NC=C(C=N1)C(F)(F)F)C(=O)O[C@H](CC1=CNC(C(=C1)C(F)(F)F)=O)C